[4-(dodecyloxy)phenyl]-6'-phenyl-2,2'-bipyridine C(CCCCCCCCCCC)OC1=CC=C(C=C1)C=1C(=NC=CC1)C1=NC(=CC=C1)C1=CC=CC=C1